CNC=O (N-methyl)carboxamide